(3-(dimethylamino)azetidin-1-yl)(4-isopropyl-5-(8-methyl-[1,2,4]triazolo[1,5-a]pyridin-6-yl)-1H-pyrazol-3-yl)methanone CN(C1CN(C1)C(=O)C1=NNC(=C1C(C)C)C=1C=C(C=2N(C1)N=CN2)C)C